ClC=1C=C(C=CC1F)NC(N(C)[C@H]1CS(CC=2NC(C=3C=C(C(=CC3C21)F)F)=O)(=O)=O)=O (R)-3-(3-Chloro-4-fluorophenyl)-1-(8,9-difluoro-3,3-dioxido-6-oxo-1,4,5,6-tetrahydro-2H-thiopyrano[3,4-c]isoquinolin-1-yl)-1-methylurea